trimethylolpropane tri-[3-(methyl aziridinyl) propionate] CC1N(C1)CCC(=O)O.CC1N(C1)CCC(=O)O.CC1N(C1)CCC(=O)O.C(O)C(CC)(CO)CO